Racemic-O1-benzyl O3-methyl (4E)-4-(cyanomethylene)-3-ethyl-piperidine-1,3-dicarboxylate C(#N)\C=C/1\[C@](CN(CC1)C(=O)OCC1=CC=CC=C1)(C(=O)OC)CC |r|